7-Chloro-8-fluoro-2-(((2R,7aS)-2-fluorotetrahydro-1H-pyrrolizin-7a(5H)-yl)methoxy)pyrido[4,3-d]pyrimidin-4-ol hydrobromide Br.ClC1=C(C=2N=C(N=C(C2C=N1)O)OC[C@]12CCCN2C[C@@H](C1)F)F